4,4'-Diamino-3,3'-dinitrodiphenyl ether C1=CC(=C(C=C1OC2=CC(=C(C=C2)N)[N+](=O)[O-])[N+](=O)[O-])N